(4-bromophenyl)-3,6-dihydropyridine BrC1=CC=C(C=C1)C1=NCC=CC1